(Z)-2-(5-ethoxy-2-methyl-1-(4-isopropylbenzylidene)-1H-inden-3-yl)acetic acid C(C)OC=1C=C2C(=C(/C(/C2=CC1)=C/C1=CC=C(C=C1)C(C)C)C)CC(=O)O